F[C@H](CNC(=O)C1=C(C=2N(N=C1)C=C(C2)C2=CC(=CC=C2)CN2CCOCC2)NC(C)C)C(C)(C)O (R)-N-(2-fluoro-3-hydroxy-3-methylbutyl)-4-(isopropylamino)-6-(3-(morpholinomethyl)phenyl)pyrrolo[1,2-b]pyridazine-3-carboxamide